O(C1=CC=CC=C1)C=1C=C(C=CC1)C(C=O)C 2-(3-phenoxyphenyl)propanal